ethyl 4-(bromomethyl)-2-(4-chlorophenyl)thiazole-5-carboxylate BrCC=1N=C(SC1C(=O)OCC)C1=CC=C(C=C1)Cl